(±)-cis-ethyl-2-(2-pyridyl)cyclopropanecarboxylate C(C)OC(=O)[C@H]1[C@H](C1)C1=NC=CC=C1 |r|